tert-butyl 5-(2-(4-chloro-3-fluorophenoxy)acetamido)-2-azabicyclo[2.2.2]octane-2-carboxylate ClC1=C(C=C(OCC(=O)NC2C3CN(C(C2)CC3)C(=O)OC(C)(C)C)C=C1)F